C1N(CC2=CC=CC=C12)CC1=CC=CC=2S(CCC21)(=O)=O 4-(isoindolin-2-ylmethyl)-2,3-dihydrobenzo[b]thiophene 1,1-dioxide